(3-chlorophenyl)(2-cyano-2-((6-(methylsulfonyl)isoquinolin-4-yl)amino)ethyl)carbamic acid tert-butyl ester C(C)(C)(C)OC(N(CC(NC1=CN=CC2=CC=C(C=C12)S(=O)(=O)C)C#N)C1=CC(=CC=C1)Cl)=O